4,4,5,5-tetramethyl-2-(9-phenyldibenzothiophen-1-yl)-1,3,2-dioxaborolane CC1(OB(OC1(C)C)C1=CC=CC=2SC3=C(C21)C(=CC=C3)C3=CC=CC=C3)C